6-[2-chloro-3-(cyclopropyloxy)phenyl]-5,7-dimethyl-3-pyrimidin-2-yl-pyrrolo[3,4-d]pyridazin-4-one ClC1=C(C=CC=C1OC1CC1)N1C(=C2C=NN(C(C2=C1C)=O)C1=NC=CC=N1)C